Chloroacetic acid 4-[3-(4-cyano-3-trifluoromethylphenyl)-5,5-dimethyl-4-oxo-2-thioxoimidazolidin-1-yl]phenyl ester C(#N)C1=C(C=C(C=C1)N1C(N(C(C1=O)(C)C)C1=CC=C(C=C1)OC(CCl)=O)=S)C(F)(F)F